((amidinothio)methyl)piperidine-1-carboxylic acid tert-butyl ester C(C)(C)(C)OC(=O)N1C(CCCC1)CSC(N)=N